3-Benzyloxythiophene-2-carboxylic acid C(C1=CC=CC=C1)OC1=C(SC=C1)C(=O)O